OC1CCC(CC1)C(=O)N1CCN(CC1)C(=O)OC(C)(C)C tert-butyl 4-((1s,4s)-4-hydroxycyclohexane-1-carbonyl)piperazine-1-carboxylate